N1C=NC(=C1C#N)C#N 1H-imidazole-4,5-Dicarbonitrile